C(=C)C=1NC=CN1 Vinyl-imidazol